FC=1C=NC(=NC1)OCCN(CC[C@@H](C(=O)O)NC([C@@H](C)C1=CC=CC=C1)=O)CCCCC1=NC=2NCCCC2C=C1 (S)-4-((2-((5-fluoropyrimidin-2-yl)oxy)ethyl)(4-(5,6,7,8-tetrahydro-1,8-naphthyridin-2-yl)butyl)amino)-2-((S)-2-phenylpropanamido)butanoic acid